2-chloro-4-(methoxycarbonyl)-3-methylpyridine 1-oxide ClC1=[N+](C=CC(=C1C)C(=O)OC)[O-]